(6-(3-(dimethylamino)propyl)pyridin-3-yl)boronic acid pinacol ester CN(CCCC1=CC=C(C=N1)B1OC(C)(C)C(C)(C)O1)C